9,9-bis[4-(2-hydroxyethoxy)-3-methylphenyl]-2,7-diphenylfluorene OCCOC1=C(C=C(C=C1)C1(C2=CC(=CC=C2C=2C=CC(=CC12)C1=CC=CC=C1)C1=CC=CC=C1)C1=CC(=C(C=C1)OCCO)C)C